ClCCOC(CC1(C(N2C(C=3C=CC=CC13)=CC=1C=CC=CC12)=O)C)=O 2-chloroethyl-2-(5-methyl-6-oxo-5,6-dihydroindolo[2,1-a]isoquinolin-5-yl)acetate